3-bromoprop-1-ene-1,2-d2 BrCC(=C[2H])[2H]